6-(2-amino-3-cyclopropylpropyl)-2-chloro-N-(furan-2-ylmethyl)-7-methylpyrrolo[2,1-f][1,2,4]triazin-4-amine NC(CC=1C=C2C(=NC(=NN2C1C)Cl)NCC=1OC=CC1)CC1CC1